1-bromo-4-(cyclopropylethynyl)-2-fluorobenzene BrC1=C(C=C(C=C1)C#CC1CC1)F